1-(CYCLOPROPYLMETHYL)-1H-PYRAZOLE-5-BORONIC ACID C1(CC1)CN1N=CC=C1B(O)O